BrC1=CC(=C2C(=NC=NC2=C1)NC=1C=C2N=CC=NC2=CC1)O[C@@H](CN(C)C)C (R)-7-bromo-5-((1-(dimethylamino)propan-2-yl)oxy)-N-(quinoxalin-6-yl)quinazolin-4-amine